FC1C(COC1)NC(C1=CC(=CC=C1)N1C=NC=C1)=O N-(4-fluorotetrahydrofuran-3-yl)-3-(1H-imidazol-1-yl)benzamide